C(CCC)N(C(CCOC)=O)CCCC N,N-dibutyl-3-methoxypropanamide